C1(CC1)C(=O)N1CCC2([C@@H]([C@@H](CC2)[C@@H]2N3C(C=4C=CC=CC24)=CN=C3)O)CC1 Cyclopropyl-[(3S,4R)-4-hydroxy-3-[(5S)-5H-imidazo[1,5-b]isoindol-5-yl]-8-azaspiro[4.5]decan-8-yl]methanon